2-(2,6-dioxopiperidin-3-yl)-1-oxo-N-((R)-3,3,3-trifluoro-1-phenylpropyl)isoindoline-5-carboxamide O=C1NC(CCC1N1C(C2=CC=C(C=C2C1)C(=O)N[C@H](CC(F)(F)F)C1=CC=CC=C1)=O)=O